ethyl 2-(3-((3-(cyclopropyl (4-(thiophen-3-yl) benzyl) amino)-3-oxopropyl) amino) phenoxy)-2-methylpropionate C1(CC1)N(C(CCNC=1C=C(OC(C(=O)OCC)(C)C)C=CC1)=O)CC1=CC=C(C=C1)C1=CSC=C1